C1(CC1)CO[C@H]1C=2C=CC(=NC2CCC1)C1(CC1)NC(C1=CC=C(C=C1)F)=O |r| racemic-N-(1-(5-(cyclopropylmethoxy)-5,6,7,8-tetrahydroquinolin-2-yl)cyclopropyl)-4-fluorobenzamide